6-(3,5-Dimethylbenzyl)-1-(ethyloxymethyl)-5-isopropyluracil CC=1C=C(CC2=C(C(NC(N2COCC)=O)=O)C(C)C)C=C(C1)C